FC=1C(=CC2=C(C(=CCCO2)C2=CC=C(C=C2)O[C@@H]2CN(CC2)CCCF)C1)O 7-fluoro-5-[4-[(3S)-1-(3-fluoropropyl)pyrrolidin-3-yl]oxyphenyl]-2,3-dihydro-1-benzoxepin-8-ol